N,N'-diethyl-6-chloro-[1,3,5]triazine-2,4-diamine C(C)NC1=NC(=NC(=N1)NCC)Cl